[(3S,6R)-6-{5-[(1s,3s)-3-(trifluoromethoxy)cyclobutyl]-1,2,4-oxadiazol-3-yl}piperidin-3-yl]Acetamide FC(OC1CC(C1)C1=NC(=NO1)[C@H]1CC[C@H](CN1)CC(=O)N)(F)F